C(CCCCC)C(CN1C(C2=CN(C(C2=C1)=O)CC(CCCCCCCC)CCCCCC)=O)CCCCCCCC 2,5-bis(2-hexyldecyl)-2,5-dihydropyrrolo[3,4-c]pyrrole-1,4-dione